tert-butyl 4-[6-[3-[(tert-butoxycarbonylamino)methyl]-1-piperidyl]-3-chloro-2-quinolyl]piperazine-1-carboxylate C(C)(C)(C)OC(=O)NCC1CN(CCC1)C=1C=C2C=C(C(=NC2=CC1)N1CCN(CC1)C(=O)OC(C)(C)C)Cl